(E)-6-bromo-3-(6-hydroxy-8-(4-methylbenzoyl)-6-phenyl-1,2,3,4-tetrahydropyrrolo[1,2-a]pyrimidine-7(6H)-ylidene)chroman-2,4-dione BrC=1C=C2C(\C(\C(OC2=CC1)=O)=C/1\C(=C2N(CCCN2)C1(C1=CC=CC=C1)O)C(C1=CC=C(C=C1)C)=O)=O